3-(5-amino-3-methyl-6-phenylpyridin-2-yl)benzonitrile NC=1C=C(C(=NC1C1=CC=CC=C1)C=1C=C(C#N)C=CC1)C